2,2'-dichloro-[1,1'-biphenyl] ClC1=C(C=CC=C1)C1=C(C=CC=C1)Cl